zinc-zirconium magnesium [Mg].[Zr].[Zn]